CC1(CC1)NC(=O)C=1C2=CN(N=C2C=CC1)C=1C=NC=CC1 N-(1-methylcyclopropyl)-2-(3-pyridyl)-2H-indazole-4-formamide